(((2S,4S)-4-((2-(((3-Cyano-5-fluoropyridin-2-yl)oxy)methyl)pyrimidin-4-yl)oxy)-2-methylpiperidin-1-yl)methyl)-1-((R)-2-(difluoromethoxy)propyl)-1H-benzo[d]imidazole-6-carboxylic acid C(#N)C=1C(=NC=C(C1)F)OCC1=NC=CC(=N1)O[C@@H]1C[C@@H](N(CC1)CC1=NC2=C(N1C[C@@H](C)OC(F)F)C=C(C=C2)C(=O)O)C